NC1=CC=C(OC2=CC=C(C(C)(C)C3=CC=C(C=C3)C(C3=CC=C(C=C3)OC3=CC=C(C=C3)N)(C)C)C=C2)C=C1 1,4-bis[4-(4-aminophenoxy)-α,alpha-dimethylbenzyl]benzene